7-(8-ethylnaphthalen-1-yl)-N-(isothiazol-5-ylmethyl)-2-((tetrahydro-1H-pyrrolizin-7a(5H)-yl)methoxy)-5,6,7,8-tetrahydropyrido[3,4-d]pyrimidin-4-amine C(C)C=1C=CC=C2C=CC=C(C12)N1CC=2N=C(N=C(C2CC1)NCC1=CC=NS1)OCC12CCCN2CCC1